Methyl 3-[[5-[2-(2-amino-3-pyridyl)-6-phenyl-benzimidazol-1-yl]-2-pyridyl]carbamoyl]cyclopentanecarboxylate NC1=NC=CC=C1C1=NC2=C(N1C=1C=CC(=NC1)NC(=O)C1CC(CC1)C(=O)OC)C=C(C=C2)C2=CC=CC=C2